2,5-dimethyl-4-phenoxyaniline CC1=C(N)C=C(C(=C1)OC1=CC=CC=C1)C